FC(C(C=CC)C)(F)F 4-(trifluoromethyl)pent-2-ene